ClC=1C(=NC=2CN(CCC2C1)CC1=NC2=C(N1C[C@H]1OCC1)C=C(C=C2)C(=O)O)OCC2=C(C=CC=C2)Cl (S)-2-((3-chloro-2-((2-chlorobenzyl)oxy)-5,8-dihydro-1,7-naphthyridin-7(6H)-yl)methyl)-1-(oxetan-2-ylmethyl)-1H-benzo[d]imidazole-6-carboxylic acid